C(C=C)(=O)OCCOCCOC=C 2-(2-Vinyloxyethoxy)ethyl acrylate